C(#N)C1=CC(=C(OC2=C(C(=O)NC3=CC(=CC=C3)[S@@](=O)NC)C(=C(C=N2)C(F)(F)F)C)C=C1)OC (R)-2-(4-cyano-2-methoxyphenoxy)-4-methyl-N-(3-(S-methylamino-sulfinyl)phenyl)-5-(trifluoromethyl)nicotinamide